(R)-N-(5-(5,6,7,8-tetrahydro-1,8-naphthyridin-2-yl)pentyl)-N-(2,2,2-trifluoroethyl)pyrrolidin-3-amine N1=C(C=CC=2CCCNC12)CCCCCN([C@H]1CNCC1)CC(F)(F)F